[I-].OC=1C=C(C=CC1)C1=CC=[N+](C=C1)C 4-(3-hydroxy-phenyl)-1-methyl-pyridinium iodide